N-methyl-cycloheptanamine CNC1CCCCCC1